ClC=1C=C2C=NN(C2=CC1C1CCN(CC1)[C@]1(COCC1)C)C=1C=NN(C1)C1CC1 |o1:16| (R or S)-5-chloro-1-(1-cyclopropyl-1H-pyrazol-4-yl)-6-(1-(3-methyltetrahydrofuran-3-yl)piperidin-4-yl)-1H-indazole